3-(aminomethyl)-1,5,6,7-tetrahydro-2H-cyclopenta[b]pyridin-2-one NCC1=CC2=C(NC1=O)CCC2